1-bromo-2-chloro-3-(2-chloroethoxy)benzene trans-tert-butyl-2-(2-chloro-6-(6-(methylcarbamoyl)pyrimidin-4-yl)pyridin-4-yl)-3-(methoxymethyl)morpholine-4-carboxylate C(C)(C)(C)OC(=O)N1[C@H]([C@@H](OCC1)C1=CC(=NC(=C1)C1=NC=NC(=C1)C(NC)=O)Cl)COC.BrC1=C(C(=CC=C1)OCCCl)Cl